C1(CCO1)=O propiolactone